COC(C(C1=C(C=CC=C1)C)=NC)=O α-methylimino-(2-o-methylphenyl)acetic acid methyl ester